O=C1NC(CCC1N1C(C2=CC=C(C=C2C1=O)N1CCC(CC1)CC1N(CCNC1)N1N=C(SC1)N1C2=C(C=3C=CC(=CC13)C#N)N=CC=C2NC(C)C)=O)=O 5-(4-(((1-(2-(2,6-dioxopiperidin-3-yl)-1,3-dioxoisoindol-5-yl)piperidin-4-yl)methyl)piperazin-1-yl)-1,3,4-thiadiazol-2-yl)-4-(isopropylamino)-5H-pyrido[3,2-b]indole-7-carbonitrile